OC1(CN(C1)C(C)C)C#CC1=CC2=C(OC[C@@H](C(N2C)=O)NC(C2=NC=CC(=C2)OC2=CC=CC=C2)=O)C=C1 (S)-N-(7-((3-Hydroxy-1-isopropylazetidin-3-yl)ethynyl)-5-methyl-4-oxo-2,3,4,5-tetrahydrobenzo[b][1,4]oxazepin-3-yl)-4-phenoxypicolinamid